oxo-N-(1H-pyrazolo[4,3-c]pyridin-7-yl)-2-[(2S,5R)-4-(2,2-dimethylpropyl)-5-methyl-2-phenyl-piperazin-1-yl]acetamide O=C(C(=O)NC=1C2=C(C=NC1)C=NN2)N2[C@H](CN([C@@H](C2)C)CC(C)(C)C)C2=CC=CC=C2